ethyl-5-(3-methylquinolin-8-yl)pyridin-2-amine C(C)C=1C(=NC=C(C1)C=1C=CC=C2C=C(C=NC12)C)N